FC(C1=C(C=CC(=C1)C1=NN(C=N1)C1=CC=C(C=C1)OC(F)(F)F)NC(=O)\N=C\1/SCC(N1C1=C(C=CC(=C1)C)C(C)C)=O)F (Z)-1-(2-(difluoromethyl)-4-(1-(4-(trifluoromethoxy)phenyl)-1H-1,2,4-triazol-3-yl)phenyl)-3-(3-(2-isopropyl-5-methylphenyl)-4-oxothiazolidin-2-ylidene)urea